BrC=1C=C(C2=C(C=C([C@H](O2)C(F)(F)F)C(=O)O)C1)CC(F)(F)F (S)-6-bromo-8-trifluoroethyl-2-trifluoromethyl-2H-benzopyran-3-carboxylic acid